fluoro-N-(4-fluoro-3-sulfamoyl-benzyl)-4'-oxo-3',4'-dihydro-1'H-spiro[piperidine-4,2'-quinoline]-1-carboxamide FN1C2(CC(C3=CC=CC=C13)=O)CCN(CC2)C(=O)NCC2=CC(=C(C=C2)F)S(N)(=O)=O